CC1=C(N)C=CC(=C1)C1=NN(C=N1)C1=CC=C(C=C1)C(C(F)(F)F)(F)F 2-methyl-4-(1-(4-(perfluoroethyl)phenyl)-1H-1,2,4-triazol-3-yl)aniline